2-bromo-6-methylaniline BrC1=C(N)C(=CC=C1)C